(S)-2-chloro-5-(5,5-difluoro-4-hydroxyl-3-((trifluoromethyl)sulfonyl)-4,5,6,7-tetrahydro-1H-indol-1-yl)benzonitrile ClC1=C(C#N)C=C(C=C1)N1C=C(C=2[C@@H](C(CCC12)(F)F)O)S(=O)(=O)C(F)(F)F